NC(C=1C(=C(C(=C2C=NNC12)C=1N=CC=2N(C1)C=C(N2)NC(=O)[C@H]2[C@H](C2)F)C(F)F)F)C2CC2 (1S,2S)-N-(6-(7-(amino(cyclopropyl)methyl)-5-(difluoromethyl)-6-fluoro-1H-indazol-4-yl)imidazo[1,2-a]pyrazin-2-yl)-2-fluorocyclopropane-1-carboxamide